N,N'-bis(3-t-butylsalicylidene)-1,2-cyclohexanediamine C(C)(C)(C)C1=C(C(C=NC2C(CCCC2)N=CC=2C(O)=C(C=CC2)C(C)(C)C)=CC=C1)O